C(=O)C=1C=CC(=NC1C)C(=O)OC methyl 5-formyl-6-methylpicolinate